ClC=1C(=NN(C1)C)CC1(NC(=NC(=N1)N)C1=CC=C2C=NNC2=C1)N 2-[(4-chloro-1-methyl-pyrazol-3-yl)methyl]-6-(1H-indazol-6-yl)-1,3,5-triazine-2,4-diamine